C(#N)[C@@H](C[C@H]1C(NCC1)=O)NC(=O)[C@H]1N([C@@H]2CC([C@H]1CC2)(F)F)C([C@H](CC2CCC2)NC(C(F)(F)F)=O)=O (1S,3S,4S)-N-[(1R)-1-cyano-2-[(3S)-2-oxopyrrolidin-3-yl]ethyl]-2-[(2S)-3-cyclobutyl-2-[(2,2,2-trifluoroacetyl)amino]propanoyl]-5,5-difluoro-2-azabicyclo[2.2.2]octane-3-carboxamide